C(C1=CC=CC=C1)NC1=C(C=C(C=C1)S(=O)(=O)C)C=1N=CN(C1)C N-benzyl-2-(1-methylimidazol-4-yl)-4-methylsulfonyl-aniline